N[C@H](C(=O)N1[C@@H](C[C@H](C1)O)C(=O)NCC1=CC2=CC=CC=C2C=C1)C(C)(C)C (2S,4R)-1-((S)-2-amino-3,3-Dimethylbutyryl)-4-hydroxy-N-(naphth-2-ylmethyl)pyrrolidine-2-carboxamide